C(C=C)N[C@H]([C@@H](OC(C)(C)C)C)C(=O)O allyl-O-tert-butyl-D-threonine